COC1=C(C(=O)NCCNC2=NC(=NC(=C2)NC2=CC=CC=C2)S(=O)C)C=CC=N1 2-methoxy-N-(2-(2-(methylsulfinyl)-6-(phenylamino)pyrimidin-4-ylamino)ethyl)nicotinamide